NC1=NN2C(C=CC(=C2)C=2C=CC(=C(C2)N2OCC[C@H]2C2=CC=CC=C2)OC)=N1 (S)-N-(5-(2-amino-[1,2,4]triazolo[1,5-a]pyridin-6-yl)-2-methoxyphenyl)-3-phenylisoxazolidine